ethyl 6-chloro-7-{5-ethyl-3-[(1R)-hydroxy-3-(morpholin-4-yl) propyl]-1-methyl-1H-pyrazol-4-yl}-3-{3-[(6-fluoronaphthalen-1-yl)oxy]propyl}-1H-indole-2-carboxylate ClC1=CC=C2C(=C(NC2=C1C=1C(=NN(C1CC)C)CCC(N1CCOCC1)O)C(=O)OCC)CCCOC1=CC=CC2=CC(=CC=C12)F